C(CC)(=O)O.C1CCCCC1 cyclohexane propionate